Methyl imidazo[1,2-b]pyridazine-7-carboxylate N=1C=CN2N=CC(=CC21)C(=O)OC